6-(2-(dimethylamino)ethoxy)quinoline-4-carboxylic acid CN(CCOC=1C=C2C(=CC=NC2=CC1)C(=O)O)C